N-(4-(2,6-dimethoxyphenyl)-5-(5-methyl-3-pyridinyl)-4H-1,2,4-triazol-3-yl)-3-(5-methyl-2-pyrimidinyl)-2-butanesulfonamide COC1=C(C(=CC=C1)OC)N1C(=NN=C1C=1C=NC=C(C1)C)NS(=O)(=O)C(C)C(C)C1=NC=C(C=N1)C